1-(naphthalen-1-yl)-1H-benzimidazole C1(=CC=CC2=CC=CC=C12)N1C=NC2=C1C=CC=C2